C(C)[C@@]1(C2=C(NC=3CC(NC(C13)=O)(C)C)N=CC(=C2)F)C2=CC=CC=C2 (S)-5-ethyl-3-fluoro-8,8-dimethyl-5-phenyl-5,8,9,10-tetrahydropyrido[2,3-b][1,6]naphthyridin-6(7H)-one